4-(azetidin-1-yl)-1-methyl-5-(1-(1-phenylethyl)-1H-pyrazol-4-yl)pyridin-2(1H)-one N1(CCC1)C1=CC(N(C=C1C=1C=NN(C1)C(C)C1=CC=CC=C1)C)=O